[1-[2-(12,14-dioxa-13-phosphapentacyclo[13.8.0.02,11.03,8.018,23]tricosa-1(15),2(11),3,5,7,9,16,18,20,22-decaen-13-yloxy)naphthalen-1-yl]naphthalen-2-yl]-diphenylphosphane C1=2C=3C4=CC=CC=C4C=CC3OP(OC2C=CC2=CC=CC=C21)OC2=C(C1=CC=CC=C1C=C2)C2=C(C=CC1=CC=CC=C21)P(C2=CC=CC=C2)C2=CC=CC=C2